8-((3R,4S)-4-((4-isopropylpyridin-2-yl)oxy)-3-methylpiperidin-1-yl)-5-methyl-6-oxo-5,6-dihydro-1,5-naphthyridine-2-carbonitrile C(C)(C)C1=CC(=NC=C1)O[C@@H]1[C@@H](CN(CC1)C1=CC(N(C=2C=CC(=NC12)C#N)C)=O)C